N-(1-Carboxyethyl)iminodiacetic acid C(=O)(O)C(C)N(CC(=O)O)CC(=O)O